N-(3-(2,2,2-trifluoroacetyl)-2,3,4,5-tetrahydro-1H-benzo[d]azepin-7-yl)acetamide FC(C(=O)N1CCC2=C(CC1)C=C(C=C2)NC(C)=O)(F)F